N2-{2-[4-(trifluoromethoxy)phenyl][1,2,4]triazolo[1,5-c]quinazolin-5-yl}-D-serinamide FC(OC1=CC=C(C=C1)C1=NN2C(=NC=3C=CC=CC3C2=N1)N[C@H](CO)C(=O)N)(F)F